C1[C@H]([C@@H]([C@H]([C@@H](O1)O)O)O)O[C@H]2[C@@H]([C@H]([C@H]([C@H](O2)CO)O)O[C@H]3[C@@H]([C@H]([C@H]([C@H](O3)CO)O)O[C@H]4[C@@H]([C@H]([C@@H]([C@H](O4)C(=O)O)O)O)O)O)O The molecule is a tetrasaccharide that is beta-D-glucopyranuroic acid, attached in sequence to beta-D-galactopyranosyl, beta-D-galactopyranosyl, and beta-D-xylopyranose by (1->3), (1->3), and (1->4) glycosidic linkages, respectively. It is a member of glucuronic acids and a tetrasaccharide.